ClC1=C(C=C(C=C1C(F)(F)F)[N+](=O)[O-])[C@H](C)N[S@](=O)C(C)(C)C (R)-N-[(1S)-1-[2-chloro-5-nitro-3-(trifluoromethyl)phenyl]ethyl]-2-methyl-propane-2-sulfinamide